tris-(2-hydroxypropyl)-amine OC(CN(CC(C)O)CC(C)O)C